C12C(CC(C(C1)CN=C=O)C2)CN=C=O (bicyclo[2.2.1]heptane-2,5-diyl)dimethylene diisocyanate